(S)-2,2-difluoro-N-(5-(2-((1-methyl-1H-pyrazol-4-yl)amino)pyrimidin-4-yl)pyridin-2-yl)cyclopropane-1-carboxamide FC1([C@@H](C1)C(=O)NC1=NC=C(C=C1)C1=NC(=NC=C1)NC=1C=NN(C1)C)F